propan-2-yltitanium dihydrate O.O.CC(C)[Ti]